2-({8-Chloro-2-(1-fluoro-cyclopropyl)-4-[4-(2-methoxy-phenyl)-piperidin-1-yl]-quinazolin-6-yl}-methyl-amino)-ethanol ClC=1C=C(C=C2C(=NC(=NC12)C1(CC1)F)N1CCC(CC1)C1=C(C=CC=C1)OC)N(CCO)C